(1r,3r)-3-(4-(2-(4-((6-(1-methyl-1H-pyrazol-4-yl)pyridin-3-yl)oxy)phenyl)propan-2-yl)phenoxy)cyclobutylamine CN1N=CC(=C1)C1=CC=C(C=N1)OC1=CC=C(C=C1)C(C)(C)C1=CC=C(OC2CC(C2)N)C=C1